[1-[2-aminoethoxy(hydroxy)phosphoryl]oxy-3-hexadecanoyloxypropan-2-yl] (9Z,12Z)-octadeca-9,12-dienoate C(CCCCCCC\C=C/C\C=C/CCCCC)(=O)OC(COP(=O)(O)OCCN)COC(CCCCCCCCCCCCCCC)=O